[2-(3-cyanophenyl)-3-(2,6-dimethyl-4-pyridinyl)pyrazolo[1,5-a]pyrimidin-5-yl]-2-hydroxy-2-methyl-propionamide C(#N)C=1C=C(C=CC1)C1=NN2C(N=C(C=C2)CC(C(=O)N)(C)O)=C1C1=CC(=NC(=C1)C)C